N-((1r,4r)-4-(2-methoxyethoxy)cyclohexyl)-4-(1-methyl-1H-pyrazol-4-yl)-6-(thiazol-5-yl)pyridinecarboxamide COCCOC1CCC(CC1)NC(=O)C1=NC(=CC(=C1)C=1C=NN(C1)C)C1=CN=CS1